tert-butyl (E)-(2-(((3-cyanophenyl)sulfonyl)methyl)-3-fluoroallyl)carbamate C(#N)C=1C=C(C=CC1)S(=O)(=O)C\C(\CNC(OC(C)(C)C)=O)=C\F